(2S)-2-amino-3-[(3S)-2-oxo-3-piperidyl]propenamide hydrochloride Cl.NC(C(=O)N)=C[C@H]1C(NCCC1)=O